Dimethyl bicyclo[2.2.2]octane-1,4-dicarboxylate C12(CCC(CC1)(CC2)C(=O)OC)C(=O)OC